diethyltheophylline C(C)C(N1C(=O)N(C)C=2N=CNC2C1=O)CC